C(C)C(COC(C=C)=O)CCCC 2-ethyl-hexyl-acrylate